FC(C(=O)O)(F)F.O1CCN(CC1)S(=O)(=O)N1C[C@H](C[C@@H](C1)C1=CC=CC=C1)CS(=O)(=O)C1=NC=CC(=C1)CN trans-(2-(((1-(Morpholinosulfonyl)-5-phenylpiperidin-3-yl)methyl)sulfonyl)pyridin-4-yl)methanamine 2,2,2-trifluoroacetate